(E)-3-phenyl-N-tritylprop-2-ene-1-sulfinamide C1(=CC=CC=C1)/C=C/CS(=O)NC(C1=CC=CC=C1)(C1=CC=CC=C1)C1=CC=CC=C1